(E)-7-Cyano-2-(3-(3-ethoxy-3-oxoprop-1-en-1-yl)phenyl)-2-methylheptanoic acid C(#N)CCCCCC(C(=O)O)(C)C1=CC(=CC=C1)\C=C\C(=O)OCC